C(C)(C)(C)OC(=O)N1C(CC(C1)O)(C)C 4-hydroxy-2,2-dimethylpyrrolidine-1-carboxylic acid tert-butyl ester